2-(4-fluorobenzyloxy)-5-(1-(2-morpholinoethyl)-1H-pyrazol-4-yl)-N-(pyridin-3-yl)benzamide FC1=CC=C(COC2=C(C(=O)NC=3C=NC=CC3)C=C(C=C2)C=2C=NN(C2)CCN2CCOCC2)C=C1